5-(1-Hydroxyethyl)-3-pyridinecarboxylic acid OC(C)C=1C=C(C=NC1)C(=O)O